(2S)-2-[(tert-butoxycarbonyl)amino]-3-(2-fluoro-4-hydroxyphenyl)propanoic acid C(C)(C)(C)OC(=O)N[C@H](C(=O)O)CC1=C(C=C(C=C1)O)F